3-ethyl-1-phenylpent-1-yne C(C)C(C#CC1=CC=CC=C1)CC